4-(benzylamino)-2-oxo-bicyclo[2.2.2]octane-1-carboxylic acid ethyl ester C(C)OC(=O)C12C(CC(CC1)(CC2)NCC2=CC=CC=C2)=O